4-chloro-3-methyl-3H-imidazo-[4,5-c]pyridine ClC1=NC=CC2=C1N(C=N2)C